C1=CC=CC=2OP(OC3=C(C21)C=CC=C3)=O Dibenzo[d,f][1,3,2]dioxaphosphepin-6-oxid